CC1=C(SC2=C1N=NC=C2NCC=2SC=CC2)CC#N 2-{7-methyl-4-[(thiophen-2-ylmethyl)amino]thieno[3,2-c]pyridazin-6-yl}acetonitrile